C(C)OC(=O)C=1C(=NC(=NC1C)C1=CC=C(C=C1)C1(CC1)C)C 4,6-dimethyl-2-(4-(1-methylcyclopropyl)phenyl)pyrimidine-5-carboxylic acid ethyl ester